NC(C(=O)O)CNC(=O)C1=CC2=NC=CC(=C2S1)CO 2-amino-3-(7-(hydroxymethyl)thieno[3,2-b]pyridine-2-carboxamido)propanoic acid